CSC1=CC2=C(NC(N(CC2)C2CCNCC2)=O)C=C1 7-methylsulfanyl-3-piperidin-4-yl-1,3,4,5-tetrahydro-benzo[d][1,3]diazepin-2-one